C(C)(C)(C)OC(=O)O[C@@H]1[C@H]([C@H](N(C1)C(=O)OC(C)(C)C)CC1=CC=C(C=C1)OC)OC(NC1=NSC(=N1)C)=O tert-butyl (2R,3S,4S)-4-[(tert-butoxycarbonyl)oxy]-2-[(4-methoxyphenyl)methyl]-3-{[(5-methyl-1,2,4-thiadiazol-3-yl)carbamoyl]oxy}pyrrolidine-1-carboxylate